C(#N)CCCCCC=CC(C=CCC=CCC=CCCCC(=O)O)C 20-Cyano-13-methylicosa-5,8,11,14-tetraenoic acid